1,3,5-triallyl-phloroglucinol C(C=C)C1(O)CC(O)(CC(O)(C1)CC=C)CC=C